3-Chloro-8-ethyl-6-[(3S)-3-(methoxymethyl)morpholine-4-carbonyl]pyrido[2,3-c]pyridazin-5-one ClC1=CC2=C(N=N1)N(C=C(C2=O)C(=O)N2[C@H](COCC2)COC)CC